tert-Butyl 2,5-di(ethoxyformyl)pyrrolidine-1-carboxylate C(C)OC(=O)C1N(C(CC1)C(=O)OCC)C(=O)OC(C)(C)C